CC=1C=C(C=CC1OC1=CC=2N(C=C1)N=CN2)NC=2C1=C(N=CN2)C=CC(=N1)N1[C@@H](CNCC1)C N-(3-methyl-4-{[1,2,4]triazolo[1,5-a]pyridin-7-yloxy}phenyl)-6-[(2R)-2-methylpiperazin-1-yl]pyrido[3,2-d]pyrimidin-4-amine